N-(2-methoxy-5-(4-(4-((6-(trifluoromethyl)pyridazin-3-yl)oxy)phenyl)piperidine-1-carbonyl)-pyridin-3-yl)-1-phenylmethanesulfonamide COC1=NC=C(C=C1NS(=O)(=O)CC1=CC=CC=C1)C(=O)N1CCC(CC1)C1=CC=C(C=C1)OC=1N=NC(=CC1)C(F)(F)F